cyclopropyl-1-ethyl-1H-pyrazol C1(CC1)C1=NN(C=C1)CC